COC=1C=C(C=NC2=NN=C(S2)C=2C=C(C(O)=CC2)O)C=CC1 4-{5-[(3-methoxybenzylidene)amino]-1,3,4-thiadiazol-2-yl}catechol